FC(CN1C(=NC=2C1=NC(=CC2)C2=CNC=1N=C(N=CC12)NCC)C)F 5-(3-(2,2-difluoroethyl)-2-methyl-3H-imidazo[4,5-b]pyridin-5-yl)-N-ethyl-7H-pyrrolo[2,3-d]pyrimidin-2-amine